4-AMINOINDAN NC1=C2CCCC2=CC=C1